ClCCCC(=O)N(C1=NNC(=C1)CC1COCC1)C 4-chloro-N-methyl-N-(5-((tetrahydrofuran-3-yl)methyl)-1H-pyrazol-3-yl)butanamide